CN1\C(\CCCC1)=C\C=O (E)-(1-METHYL-2-PIPERIDINYLIDENE)-ACETALDEHYDE